2-(((6-Amino-2-(trifluoromethyl)pyrimidin-4-yl)thio)methyl)-N-(3-fluorophenyl)-1H-benzo[d]imidazol-5-amine NC1=CC(=NC(=N1)C(F)(F)F)SCC1=NC2=C(N1)C=CC(=C2)NC2=CC(=CC=C2)F